3-(4-(4-(4-(3,5-dichlorophenyl)piperazin-1-yl)butyl)-1-oxoisoindolin-2-yl)piperidine-2,6-dione ClC=1C=C(C=C(C1)Cl)N1CCN(CC1)CCCCC1=C2CN(C(C2=CC=C1)=O)C1C(NC(CC1)=O)=O